cobalt(II) acetylacetone C(C)(=O)CC(C)=O.[Co+2]